C([2H])([2H])([2H])N1C(N(C2=NC(=NC=C12)NC=1C(=CC2=C(CCO2)C1)C)C1CCOCC1)=O (methyl-d3)-2-((6-methyl-2,3-dihydrobenzofuran-5-yl)amino)-9-(tetrahydro-2H-pyran-4-yl)-7,9-dihydro-8H-purin-8-one